4-(benzylsulfanyl)-6-cyano-2,3-dihydro-1H-inden-1-yl acetate C(C)(=O)OC1CCC2=C(C=C(C=C12)C#N)SCC1=CC=CC=C1